FC1=C(C=C(C(=C1)N1C[C@H](N([C@H](C1)C)C)C)NC(=O)C1=CNC(C=C1C(F)(F)F)=O)C=1CN(CC1)C(=O)OC(C)(C)C |r| tert-butyl 3-[2-fluoro-5-[[6-oxo-4-(trifluoromethyl)-1H-pyridine-3-carbonyl]amino]-4-[rac-(3R,5S)-3,4,5-trimethylpiperazin-1-yl]phenyl]-2,5-dihydropyrrole-1-carboxylate